(1R,2S)-2-{3-[(6-isopropyl-3-methoxypyridazin-4-yl)amino]-1H-indazol-6-yl}-5'-methoxy-1'H-spiro[cyclopropan-1,3'-indol]-2'-one C(C)(C)C1=CC(=C(N=N1)OC)NC1=NNC2=CC(=CC=C12)[C@@H]1C[C@@]12C(NC1=CC=C(C=C21)OC)=O